ClC1=CC=C(OCC(=O)NC2=CC=C(C=C2)C2(C3=CC=CC=C3C=3C=CC=CC23)C2=CC=C(C=C2)NC(COC2=CC=C(C=C2)Cl)=O)C=C1 2-(4-chlorophenoxy)-N-{4-[9-(4-{[(4-chlorophenoxy)acetyl]amino}phenyl)-9H-fluoren-9-yl]phenyl}acetamide